C(C)OC1=NC=CC=C1C=1C=C(C=2N(N1)C(=NC2C(C)C)C)NCC2=NC(=NO2)C (2-ethoxy-3-pyridyl)-5-isopropyl-7-methyl-N-[(3-methyl-1,2,4-oxadiazol-5-yl)methyl]imidazo[1,5-b]pyridazin-4-amine